3-(5-chloropyridin-2-yl)-4,7-dihydropyrano[3,4-c]pyrazol ClC=1C=CC(=NC1)C1=C2C(=NN1)COCC2